1-methyl-2-ethylimidazolesulfinate CN1C(NC=C1)(S(=O)[O-])CC